NC1=C(C(=CC(=N1)C=1C(=C2[C@H](N(C(C2=CC1)=O)C1C(NC(CC1)=O)=O)C)F)C)F 3-((R)-5-(6-Amino-5-fluoro-4-methylpyridin-2-yl)-4-fluoro-3-methyl-1-oxoisoindolin-2-yl)piperidin-2,6-dion